ClC=1N=NC(=CC1[C@@H]1[C@H](C1)COCC)C=1C(=NC(=NC1)OC)OC 3-Chloro-6-(2,4-dimethoxypyrimidin-5-yl)-4-((1S,2S)-2-(ethoxymethyl)cyclopropyl)pyridazine